CCCCCCCCCCCCCCCCCCCCCC(=O)O[C@H](COC(=O)CCCCCCCCC/C=C\CCCCCCCC)COP(=O)(O)OC[C@H](CO)O 1-(11Z-eicosenoyl)-2-docosanoyl-glycero-3-phospho-(1'-sn-glycerol)